3-methyl-N-(7-methyl-[1,2,4]triazolo[1,5-a]pyridin-6-yl)-1-(1-methylpiperidin-4-yl)-1H-pyrazolo[3,4-d]pyrimidin-6-amine CC1=NN(C2=NC(=NC=C21)NC=2C(=CC=1N(C2)N=CN1)C)C1CCN(CC1)C